CC(=C)C1=CC=C(C=C1)CCCC alpha-methyl-p-butylstyrene